C(C)(=O)NC(CNC(C(=O)N1CCC(CC1)C1=CC=C(C=C1)NC(=O)N1CC2=CC=C(C=C2C1)F)=O)(C)C N-(4-(1-(2-((2-acetamido-2-methylpropyl)amino)-2-oxoacetyl)piperidin-4-yl)phenyl)-5-fluoroisoindoline-2-carboxamide